Dimethyl octadecanedioate C(CCCCCCCCCCCCCCCCC(=O)OC)(=O)OC